N-((1R,2S)-1-(4-chlorophenyl)-3-methyl-1-((1-(1-methyl-6-oxo-1,6-dihydropyridin-3-yl)-1H-indazol-5-yl)oxy)butan-2-yl)-1-cyanocyclopropane-1-carboxamide ClC1=CC=C(C=C1)[C@H]([C@H](C(C)C)NC(=O)C1(CC1)C#N)OC=1C=C2C=NN(C2=CC1)C1=CN(C(C=C1)=O)C